C(C)NC1=NC(=NC=C1C(F)(F)F)N N4-ethyl-5-(trifluoromethyl)pyrimidine-2,4-diamine